N1=C(C=CC=C1)C1=CC=C(C=C1)C1=NNC(=C1O)C 3-(4-(pyridin-2-yl)phenyl)-5-methyl-pyrazol-4-ol